FC1CCN(CC1)[C@H]1[C@@H](CCC1)OC=1C=C2CN(C(C2=CC1)=O)C1C(NC(CC1)=O)=O 3-(5-(((1R,2R)-2-(4-fluoropiperidin-1-yl)cyclopentyl)oxy)-1-oxoisoindolin-2-yl)piperidine-2,6-dione